C(=O)C1=C(OCCC(=O)O)C=C(C=C1)C(F)(F)F 3-[2-formyl-5-(trifluoromethyl)phenoxy]propionic acid